2-((4-fluorocyclohexyl)methyl)isoindoline-1,3-dione FC1CCC(CC1)CN1C(C2=CC=CC=C2C1=O)=O